2-methyl-N-[2-oxo-2-(2,2,2-trifluoroethylamino)ethyl]-4-[(5R or S)-5-[3-chloro-2-fluoro-5-(trifluoromethyl)phenyl]-5-(trifluoromethyl)-4H-isoxazol-3-yl]benzamide CC1=C(C(=O)NCC(NCC(F)(F)F)=O)C=CC(=C1)C1=NO[C@@](C1)(C(F)(F)F)C1=C(C(=CC(=C1)C(F)(F)F)Cl)F |o1:22|